6-azaspiro[3.4]octane hydrochloride Cl.C1CCC12CNCC2